tert-butyl (2S)-2-[4-bromo-2-(4-ethoxy-4,5-dihydroisoxazol-3-yl)phenoxy]-3-cyclopropylpropanoate BrC1=CC(=C(O[C@H](C(=O)OC(C)(C)C)CC2CC2)C=C1)C1=NOCC1OCC